(S)-N-(1-(3,4-dichlorophenyl)-2-(dimethylamino)ethyl)-3-(trifluoromethoxy)benzenesulfonamide ClC=1C=C(C=CC1Cl)[C@@H](CN(C)C)NS(=O)(=O)C1=CC(=CC=C1)OC(F)(F)F